tert-Amyl hydroperoxid C(C)(C)(CC)OO